FC1=CC=C(C=C1)C1=NN(C=C1C=1C2=C(N=CN1)OC(=C2)C2=CC=CC=C2)CC(C(=O)OCC)(C)C Ethyl 3-(3-(4-fluorophenyl)-4-(6-phenylfuro[2,3-d]pyrimidin-4-yl)-1H-pyrazol-1-yl)-2,2-dimethylpropanoate